tert-butyl 4-[2-(6-amino-3-pyridyl)ethyl]piperidine-1-carboxylate NC1=CC=C(C=N1)CCC1CCN(CC1)C(=O)OC(C)(C)C